[O-]C#N.[O-]C#N.C=1(C(=CC=CC1)C=1C(=CC=CC1)O)O biphenol dicyanate